FC=1C=C(C=2N(C1)C(=C(N2)C#CCNC=2C=C(C(=O)NC)C=CC2OC)SC(F)(F)F)N[C@H]2[C@H](CN(CC2)C)F 3-{[3-(6-fluoro-8-{[(3S,4R)-3-fluoro-1-methylpiperidin-4-yl]amino}-3-[(trifluoromethyl)sulfanyl]imidazo[1,2-a]pyridin-2-yl)prop-2-yn-1-yl]amino}-4-methoxy-N-methylbenzamide